FC(C=1C=C(C=CC1)N1C=CC2=CC(=CC=C12)N)(F)F 1-(3-(trifluoromethyl)phenyl)-1H-indol-5-amine